(S)-tert-Butyl 4-(5-(Diphenylmethyleneamino)pyrazin-2-yl)-3-methylpiperazine-1-carboxylate C1(=CC=CC=C1)C(C1=CC=CC=C1)=NC=1N=CC(=NC1)N1[C@H](CN(CC1)C(=O)OC(C)(C)C)C